6-amino-9-{1'-[1-(4-amino-2-fluorophenyl)azetidin-3-yl]-[1,4'-bipiperidin]-4-yl}-7-(4-phenoxyphenyl)purin-8-one NC1=C2N(C(N(C2=NC=N1)C1CCN(CC1)C1CCN(CC1)C1CN(C1)C1=C(C=C(C=C1)N)F)=O)C1=CC=C(C=C1)OC1=CC=CC=C1